C[C@@]12OO[C@]34[C@@H](CC1)[C@@H](CC[C@H]3[C@H]([C@@H](O[C@@H]4O2)C(=O)NCC2=CC=NN2C)C)C (3R,5aS,6R,8aS,9R,10R,12R,12aR)-3,6,9-trimethyl-N-[(1-methyl-1H-pyrazol-5-yl)methyl]decahydro-12H-3,12-epoxypyrano[4,3-j][1,2]benzodioxepin-10-carboxamide